(S)-2-((((9H-fluoren-9-yl)methoxy)carbonyl)amino)-5-morpholino-5-oxopentanoic acid C1=CC=CC=2C3=CC=CC=C3C(C12)COC(=O)N[C@H](C(=O)O)CCC(=O)N1CCOCC1